NC=1N(C=2NCCN(C2C(N1)=O)C)CNC1=CC=C(C(=O)N[C@@H](CCC(=O)O)C(=O)O)C=C1 N-[4-[[(2-amino-1,4,5,6,7,8-hexahydro-5-methyl-4-oxo-(6S)-pteridinyl)methyl]amino]benzoyl]-L-glutamic acid